C1=CC(OC=2C1=C1C=CC=NC1=CC2)=O 3H-Pyrano(3,2-f)quinolin-3-one